Cl.NC=1C(=NC=CC1)N diaminopyridine hydrochloride